NC1=C(C(N(C2=NC(=CC=C12)Br)C=1C=NC(=CC1C)Cl)=O)C(=O)OC methyl 4-amino-7-bromo-1-(6-chloro-4-methylpyridin-3-yl)-2-oxo-1,2-dihydro-1,8-naphthyridine-3-carboxylate